NC=1C=C(OC=2C=C(C=CC2)OC2=CC(=CC=C2)OC2=CC(=CC=C2)N)C=CC1 bis[3-(3-aminophenoxy)phenyl]ether